CN1C(N(C2=C1C=C(C=C2)CN2CCC(CC2)CNC)N2C(CCCC2=O)=O)=O 3-Methyl-5-[[4-(methylaminomethyl)-1-piperidyl]methyl]-2-oxo-benzimidazol-1-yl-piperidine-2,6-dione